ClC1=C(C(=O)N(C)C)C=C(C=C1)N[C@H]1CN(CCC1)C1CCN(CC1)C([C@@](C(F)(F)F)(C1=CC=CC=C1)O)=O 2-chloro-N,N-dimethyl-5-((R)-1'-((R)-3,3,3-trifluoro-2-hydroxy-2-phenylpropanoyl)-1,4'-bipiperidin-3-ylamino)benzamide